CCCCCC normal-hexane